α,3,5-trifluoro-phenylacetic acid FC(C(=O)O)C1=CC(=CC(=C1)F)F